BrC1=CC=C(C=C1)CC(CCC(=O)NC=1C=CC=C2C=CC=NC12)NC1=C(C=CC=C1)C=O 5-(4-bromophenyl)-4-((2-formylphenyl)amino)-N-(quinolin-8-yl)pentanamide